5-ethyl-2-methoxy-N-(4-methoxy-6-((4-(methylsulfonylmethyl)-1H-pyrazol-1-yl)methyl)benzo[d]isoxazol-3-yl)benzenesulfonamide C(C)C=1C=CC(=C(C1)S(=O)(=O)NC1=NOC2=C1C(=CC(=C2)CN2N=CC(=C2)CS(=O)(=O)C)OC)OC